α-(benzenesulfonyloxyimino)-2,4-dichlorophenylacetonitrile C1(=CC=CC=C1)S(=O)(=O)ON=C(C#N)C1=C(C=C(C=C1)Cl)Cl